NC=1C(=C(C=NC1)OC1C2C3=C(C1CC2)C=C(C=C3)OC=3C=NC=C(C3C)N)C 3,6-bis(5-amino-4-methyl-3-pyridyloxy)benzonorbornene